1,6-dimethyl-2-oxo-4-[5-(trifluoromethoxy)-1,3-dihydrospiro[indene-2,4'-piperidin]-1'-yl]-1,2-dihydro-1,5-naphthyridine-3-carbonitrile CN1C(C(=C(C2=NC(=CC=C12)C)N1CCC2(CC1)CC1=CC=C(C=C1C2)OC(F)(F)F)C#N)=O